2-(METHYLTHIO)PHENYLBORONIC ACID CSC1=C(C=CC=C1)B(O)O